CC1(CCC(N1C1=NC(=NC=C1)N1CCC(CC1)C(=O)N1OCC[C@H]1C=1C=NC(=CC1)C)=O)C 5,5-dimethyl-1-[2-[4-[(3S)-3-(6-methylpyridin-3-yl)-1,2-oxazolidine-2-carbonyl]piperidin-1-yl]pyrimidin-4-yl]pyrrolidin-2-one